2-[(6-aminopyridin-3-yl)(hydroxy)methyl]-3,4-dichlorophenol NC1=CC=C(C=N1)C(C1=C(C=CC(=C1Cl)Cl)O)O